C[Si](C)(C)C#N Trimethylsilyl cyanide